ClCCN(C)CCCl 2-chloro-N-(2-chloroethyl)-N-methylethylamine